Diethyl-aminoethylacrylat C(C)C(=C(C(=O)[O-])CCN)CC